C[C@]12CC3(CC(C[C@@](C1)(C3)C)C2)NC(NC2=CC=C(C(=O)N3CC(CCC3)C(=O)NC)C=C2)=O 1-(4-{3-[(1r,3R,5S,7r)-3,5-dimethyladamantane-1-yl]ureido}benzoyl)-N-methylpiperidine-3-carboxamide